C=1(C(=C(C(=CC1)[2H])[2H])[2H])C1=CC(=CC(=C1)C1=NC(=NC(=N1)N1C2=C(C(=C(C(=C2C=2C(=C(C(=C(C12)[2H])[2H])[2H])[2H])[2H])[2H])[2H])[2H])C1=C(C=CC=C1N1C2=C(C(=C(C(=C2C=2C(=C(C(=C(C12)[2H])[2H])[2H])[2H])[2H])[2H])[2H])[2H])N1C2=C(C(=C(C(=C2C=2C(=C(C(=C(C12)[2H])[2H])[2H])[2H])[2H])[2H])[2H])[2H])C1=CC=CC=C1 9,9'-(2-(4-([1,1':3',1''-Terphenyl]-5'-yl-d3)-6-(9H-carbazol-9-yl-d8)-1,3,5-triazin-2-yl)-1,3-phenylene)bis(9H-carbazole-1,2,3,4,5,6,7,8-d8)